(R)-4-((1-(benzofuran-6-yl)propan-2-yl)amino)-4-oxobutyl nitrate [N+](=O)(OCCCC(=O)N[C@@H](CC1=CC2=C(C=CO2)C=C1)C)[O-]